3-(4-(4-Bromophenyl)thiazol-2-yl)-7-fluoro-2-(1,2,2,2-tetrafluoroethyl)quinazolin-4(3H)-one BrC1=CC=C(C=C1)C=1N=C(SC1)N1C(=NC2=CC(=CC=C2C1=O)F)C(C(F)(F)F)F